CN(C=1C2=C(N=C(N1)N1CC(C1)OC(C1=CC=C(C=C1)S(=O)(=O)C(C)C)=O)CC[S+]2[O-])C2CCOCC2 [1-[4-[Methyl(tetrahydropyran-4-yl)amino]-5-oxido-6,7-dihydrothieno[3,2-d]pyrimidin-5-ium-2-yl]azetidin-3-yl]-4-isopropylsulfonylbenzoat